(5S)-2-[(3,5-Difluoropyridin-2-yl)methyl]-5-[(3,3-difluoropyrrolidin-1-yl)carbonyl]-8,8-difluoro-5,6,7,8-tetrahydro[1,2,4]triazolo[4,3-a]pyridin-3(2H)-one FC=1C(=NC=C(C1)F)CN1N=C2N([C@@H](CCC2(F)F)C(=O)N2CC(CC2)(F)F)C1=O